(3S)-3-([8-carbamoyl-6-[6-(2-methoxyethoxy)pyridin-3-yl]pyrido[3,2-d]pyrimidin-4-yl]amino)piperidine-1-carboxylic acid tert-butyl ester C(C)(C)(C)OC(=O)N1C[C@H](CCC1)NC=1C2=C(N=CN1)C(=CC(=N2)C=2C=NC(=CC2)OCCOC)C(N)=O